5-(3,3-dimethylpyrrolidin-1-yl)pyrimidine-2-carbaldehyde CC1(CN(CC1)C=1C=NC(=NC1)C=O)C